methyl (R)-(5-(3-cyclopropyl-1,2,4-oxadiazol-5-yl)-2,3-dihydro-1H-inden-1-yl)carbamate C1(CC1)C1=NOC(=N1)C=1C=C2CC[C@H](C2=CC1)NC(OC)=O